1-(1-(4-(propan-2-ylidene)cyclohexyl)piperidin-4-yl)-1H-indole-3-carbaldehyde O-methyl oxime CON=CC1=CN(C2=CC=CC=C12)C1CCN(CC1)C1CCC(CC1)=C(C)C